[K+].[K+].O=C(C(CC1=CC=CC=C1)=O)NCCNC(C(NC(CCS(=O)(=O)O)=O)CS(=O)(=O)[O-])=O.O=C(C(CC1=CC=CC=C1)=O)NCCNC(C(NC(CCS(=O)(=O)O)=O)CS(=O)(=O)[O-])=O 3,8,11-trioxo-1-phenyl-9-(sulfonatomethyl)-2-oxo-4,7,10-triazatridecane-13-sulfonic acid dipotassium